NC=1C=C(C=CC1)C(O)C1=CC=C(C=C1)C1=CC=CC=C1 (3-amino-phenyl)-biphenyl-4-yl-methanol